FC1=CC(=CC=2OC(OC21)(C)C)F 4,6-difluoro-2,2-dimethylbenzo[d][1,3]dioxole